C(#N)[C@@H]1CC[C@H](CC1)CNC1=C(C=C(C=C1)S(=O)(=O)NC(C1=C(C=CC=C1)OC=1C=C2C(=NC1)NC=C2)=O)[N+](=O)[O-] N-[(4-{[(trans-4-cyanocyclohexyl)methyl]amino}-3-nitrophenyl)sulfonyl]-2-(1H-pyrrolo[2,3-b]pyridin-5-yloxy)benzamide